ClC(C1=NC(=NO1)C1=CC=C(C=C1)C(COC1=CC=CC=C1)=O)(F)F 1-(4-(5-(chlorodifluoromethyl)-1,2,4-oxadiazol-3-yl)phenyl)-2-phenoxyethan-1-one